O[C@H]1C[C@H]2C[C@H]([C@H]3[C@@H]4CC[C@H]([C@@H](CCC(=O)O)C)[C@]4([C@H](C[C@@H]3[C@]2(CC1)C)O)C)O 3α,7α,12α-trihydroxy-5β-cholanic acid